(4-{6-[4-(4-methylpiperazin-1-yl)phenyl]furo[3,2-b]pyridin-3-yl}phenyl)urea CN1CCN(CC1)C1=CC=C(C=C1)C=1C=C2C(=NC1)C(=CO2)C2=CC=C(C=C2)NC(=O)N